1-aminopropyl-3-methyl-imidazole NC(CC)C1=NC=CN1C